N-(3-methoxyphenyl)-10H-phenothiazine-10-carboxamide COC=1C=C(C=CC1)NC(=O)N1C2=CC=CC=C2SC=2C=CC=CC12